Cl.N[C@@H](CCC(=O)N)[C@@H](C)OCC1=CC=C(C=C1)CCCCCOCCCC1=CC2=C(N(C(N2C)=O)C2C(NC(CC2)=O)=O)C=C1 (4S,5R)-4-amino-5-[[4-(5-[3-[1-(2,6-dioxopiperidin-3-yl)-3-methyl-2-oxo-1,3-benzodiazol-5-yl]propoxy]pentyl)phenyl]methoxy]hexanamide hydrochloride